FC=1C(=C(C=C(C1)F)C1CCN(CC1)C=O)C(F)(F)F (4-(3,5-difluoro-2-(trifluoromethyl)phenyl)piperidin-1-yl)methanone